6-(6-methylpyridin-2-yl)-1-(pyridin-4-yl)-1H,2H-[1,3]oxazolo[5,4-c]pyridin-2-one CC1=CC=CC(=N1)C1=CC2=C(C=N1)OC(N2C2=CC=NC=C2)=O